Benzyl 3-[2-[2-[2-[3-[[3-[2-[2-[2-(3-benzyloxy-3-oxo-propoxy)ethoxy]ethoxy]ethylamino]-3-oxopropyl]disulfanyl]propanoyl amino]ethoxy]ethoxy]ethoxy]propanoate C(C1=CC=CC=C1)OC(CCOCCOCCOCCNC(CCSSCCC(=O)NCCOCCOCCOCCC(=O)OCC1=CC=CC=C1)=O)=O